C(C)(C)(C)NC(=O)C1=CC(=[N+](C=C1)[O-])CN1CCN(CCN(CCN(CC1)CC(=O)O)CC(=O)O)CC(=O)O 4-(tert-butylcarbamoyl)-2-((4,7,10-tris(carboxymethyl)-1,4,7,10-tetraazacyclododecan-1-yl)methyl)pyridine 1-oxide